dipotassium hydrophosphate P(=O)([O-])([O-])O.[K+].[K+]